3,3-dicyclopropyl-N-[4-(3,5-dimethyl-1H-pyrazol-4-yl)phenyl]-2-[5-[2-(2,2,2-trifluoroethyl)pyrazol-3-yl]-4H-1,2,4-triazol-3-yl]propanamide C1(CC1)C(C(C(=O)NC1=CC=C(C=C1)C=1C(=NNC1C)C)C1=NN=C(N1)C=1N(N=CC1)CC(F)(F)F)C1CC1